ClC=1C(=C(C=CC1)C1(CN(C1)C(=O)OC(C)(C)C)NC1=CC=C2C(N(C(N(C2=C1)C)=O)C)=O)C tert-butyl 3-(3-chloro-2-methylphenyl)-3-((1,3-dimethyl-2,4-dioxo-1,2,3,4-tetrahydroquinazolin-7-yl)amino)azetidine-1-carboxylate